[C@H]12CN(CC[C@@H]2[C@@H]1C(=O)OC)C(=O)OCC1=CC=CC=C1 3-benzyl 7-methyl (1R,6S,7S)-3-azabicyclo[4.1.0]heptane-3,7-dicarboxylate